CC(=CCOP(=O)(O)OP(=O)(O)O)C The molecule is a prenol phosphate that is a phosphoantigen comprising the O-pyrophosphate of prenol. It has a role as an epitope, a phosphoantigen, an Escherichia coli metabolite and a mouse metabolite. It is a conjugate acid of a prenyl diphosphate(3-).